4-[[dimethyl(oxo)-λ6-sulfanylidene]amino]-2-nitro-aniline CS(=O)(C)=NC1=CC(=C(N)C=C1)[N+](=O)[O-]